(3R,4S)-4-((8-ethoxy-7-(1-(1-ethoxyethyl)-1H-pyrazol-4-yl)-[1,2,4]triazolo[1,5-a]pyridin-2-yl)amino)-3-methylpiperidine-1-carboxylic acid tert-butyl ester C(C)(C)(C)OC(=O)N1C[C@H]([C@H](CC1)NC1=NN2C(C(=C(C=C2)C=2C=NN(C2)C(C)OCC)OCC)=N1)C